FC1=C2C=NN(CC2=CC=C1S(=O)(=O)C1=CC=CC=C1)CC1=NN(C=C1)C 5-fluoro-2-((1-methyl-1H-pyrazol-3-yl)methyl)-6-(phenylsulfonyl)phthalazin